di(4-pentenyl) 2,3-dimethylmaleate C/C(/C(=O)OCCCC=C)=C(/C(=O)OCCCC=C)\C